C(C)NC(=S)NC1=NC=CC=C1 1-ethyl-3-pyridine-2-yl-thiourea